FC1=CC=C(CNC(=O)C=2C(OC3=CC(=C(C=C3C2)OC)OCCCOC=2C(=[N+](ON2)[O-])S(=O)(=O)C2=CC=CC=C2)=O)C=C1 4-(3-((3-((4-fluorobenzyl)carbamoyl)-6-methoxy-2-oxo-2H-chromen-7-yl)oxy)propoxy)-3-(phenylsulfonyl)-1,2,5-oxadiazole-2-oxide